tricosafluorotridecyl acrylate C(C=C)(=O)OC(C(C(C(C(C(C(C(C(C(CCC(F)(F)F)(F)F)(F)F)(F)F)(F)F)(F)F)(F)F)(F)F)(F)F)(F)F)(F)F